[6-[[4-fluoro-2-(trifluoromethyl)phenyl]methyl]-2,6-diazaspiro[3.3]heptan-2-yl]methanone FC1=CC(=C(C=C1)CN1CC2(CN(C2)C=O)C1)C(F)(F)F